3,3-difluoroazetidine-1-carbonitrile FC1(CN(C1)C#N)F